CC1=CC(=NC=N1)CC=1N(C2=C(C=NC=3C=CC(=CC23)C(F)(F)F)N1)[C@H]1C[C@H](OCC1)C 2-[(6-methylpyrimidin-4-yl)methyl]-1-[(2R,4R)-2-methyltetrahydro-2H-pyran-4-yl]-8-(trifluoromethyl)-1H-imidazo[4,5-c]quinoline